BrC(C)C1=CC=CC=C1 1-bromo-1-phenylethane